titanium oxygen silicon [Si].[O].[Ti]